TrimethoxyCinnamic Acid COC1=CC=CC=C1C(=C(C(=O)O)OC)OC